BrC=1N=C2N(COC3=C2C=NC=C3)C1C=1C=NC=CC1 2-Bromo-3-(pyridin-3-yl)-5H-imidazo[1,2-c]pyrido[3,4-e][1,3]oxazine